9,9'-(5-(4,6-diphenylpyrimidin-2-yl)-1,3-phenylene)bis(3-(2,6-diphenylpyridin-4-yl)-9H-carbazole) C1(=CC=CC=C1)C1=NC(=NC(=C1)C1=CC=CC=C1)C=1C=C(C=C(C1)N1C2=CC=CC=C2C=2C=C(C=CC12)C1=CC(=NC(=C1)C1=CC=CC=C1)C1=CC=CC=C1)N1C2=CC=CC=C2C=2C=C(C=CC12)C1=CC(=NC(=C1)C1=CC=CC=C1)C1=CC=CC=C1